4-chloro-3-trifluoromethylaniline isocyanate [N-]=C=O.ClC1=C(C=C(N)C=C1)C(F)(F)F